6-amino-5-(4-(benzyloxy)-3-methoxyphenyl)pyrimidin NC1=C(C=NC=N1)C1=CC(=C(C=C1)OCC1=CC=CC=C1)OC